NC=1C=2N(C3=CC(=C(C=C3N1)F)C(=O)N(C)C1COCC3=NC(=C(C=C31)C(F)F)N3CCC(CC3)=C(F)F)C=NC2 4-amino-N-[3-(difluoromethyl)-2-[4-(difluoromethylene)-1-piperidinyl]-6,8-dihydro-5H-pyrano[3,4-b]pyridin-5-yl]-7-fluoro-N-methyl-imidazo[1,5-a]quinoxaline-8-carboxamide